6-(6-{3-[(3R)-3-(tert-Butylamino)Pyrrolidin-1-yl]-1,2,4-Triazin-6-yl}-5-Hydroxypyridin-3-yl)-2-Methylimidazo[1,2-a]Pyridin-8-Carbonitril-Hydrochlorid Cl.C(C)(C)(C)N[C@H]1CN(CC1)C=1N=NC(=CN1)C1=C(C=C(C=N1)C=1C=C(C=2N(C1)C=C(N2)C)C#N)O